CC=1C=C2C(C=C(OC2=C(C1)C(C)NC1=C(C(=O)O)C=CC=C1)N1CC(C1)C1=NC=CC=C1)=O 2-[1-[6-Methyl-4-oxo-2-[3-(2-pyridyl)azetidin-1-yl]chromen-8-yl]ethylamino]benzoic acid